ClC=1C=CC=C2C=CC=C(C12)N1CC=2N=C(N=C(C2CC1)N1C[C@@H](N(CC1)C(C(=C)OC)=O)CC#N)OC[C@H]1N(CCC1)C 2-[(2S)-4-[7-(8-chloro-1-naphthyl)-2-[[(2S)-1-methylpyrrolidin-2-yl]methoxy]-6,8-dihydro-5H-pyrido[3,4-d]pyrimidin-4-yl]-1-(2-methoxyprop-2-enoyl)piperazin-2-yl]acetonitrile